C1(OC=CO1)=O 7-Vinylene carbonate